tert-butyl ((3R,4R)-3-ethylisochroman-4-yl)carbamate C(C)[C@H]1OCC2=CC=CC=C2[C@H]1NC(OC(C)(C)C)=O